Cl.FC1=CC=C(OC=2C=CC(=NC2)NC(C(C)N2CCNCC2)=O)C=C1 N-[5-(4-fluorophenoxy)pyridin-2-yl]-2-(piperazin-1-yl)propanamide hydrochloride